methyl 3,3-difluoropyrrolidine-1-carboxylate formate C(=O)O.FC1(CN(CC1)C(=O)OC)F